NC1=C(C=2C=C(C=3N(C2N1C1=C(C(=CC=C1C)OC)C)N=CN3)C#N)C(=O)N 7-amino-4-cyano-8-(3-methoxy-2,6-dimethylphenyl)-8H-pyrrolo[3,2-e][1,2,4]triazolo[1,5-a]pyridine-6-carboxamide